C1CCC2=NN=NN2CC1 The molecule is an organic heterobicyclic compound that is 1H-tetrazole in which the hydrogens at positions 1 and 5 are replaced by a pentane-1,5-diyl group. A central and respiratory stimulant, it was formerly used for the treatment of cough and other respiratory tract disorders, cardiovascular disorders including hypotension, and pruritis. It is an organic heterobicyclic compound and an organonitrogen heterocyclic compound.